CC=1C=C(C=NC2=NN=C(S2)C2=C(C(O)=CC=C2)O)C=CC1C {5-[(3,4-dimethylbenzylidene)amino]-1,3,4-thiadiazol-2-yl}catechol